CCOC(=O)C1=CC=C(C=C1)N=NC2=CC(=C(C=C2)O)CC(=O)O The molecule is a member of the class of azobenzenes that is azobenzene in which one of the phenyl groups is substituted at position 4 by an ethoxycarbonyl group, while the other is substituted by a carboxymethyl group at position 3 and a hydroxy group at position 4. It is a potent and selective inhibitor of 15-hydroxyprostaglandin dehydrogenase (15-hydroxy-PGDH). It has a role as an EC 1.1.1.141 [15-hydroxyprostaglandin dehydrogenase (NAD(+))] inhibitor. It is a dicarboxylic acid monoester, an ethyl ester, a member of azobenzenes and a member of phenols.